copper-molybdenum-zinc-silver [Ag].[Zn].[Mo].[Cu]